NC1=NNC2=CC=CC=C12 3-Amino-1H-indazole